FC(C(=O)OC)(C1=C(C=C(C=C1)C1=CC(=C(C=C1)F)F)F)F methyl 2,2-difluoro-2-(3,3',4'-trifluoro-[1,1'-biphenyl]-4-yl)acetat